N12[C@@H](CC(CC1)CC2)C=2N=CC1=C(N2)C=C(S1)C=1C(=NNC1)C 2-[(2S)-1-azabicyclo[2.2.2]oct-2-yl]-6-(3-methyl-1H-pyrazol-4-yl)thieno[3,2-d]pyrimidin